N6-(2-bromopropanoyl)-L-lysine BrC(C(=O)NCCCC[C@H](N)C(=O)O)C